6-(4-(trifluoromethyl)thiazol-2-yl)-N2,N4-bis(1,1,1-trifluoropropan-2-yl)-1,3,5-triazine-2,4-diamine FC(C=1N=C(SC1)C1=NC(=NC(=N1)NC(C(F)(F)F)C)NC(C(F)(F)F)C)(F)F